(1R,3S,5R)-2-(2-(4-amino-6-(trifluoromethyl)-9H-pyrimido[4,5-b]indol-9-yl)acetyl)-N-(3-bromo-2-fluorophenyl)-2-azabicyclo[3.1.0]hexane-3-carboxamide NC1=NC=NC=2N(C3=CC=C(C=C3C21)C(F)(F)F)CC(=O)N2[C@@H]1C[C@@H]1C[C@H]2C(=O)NC2=C(C(=CC=C2)Br)F